tert-butyl 6-((2-oxopyrrolidin-1-yl) methyl)-3-azabicyclo[3.1.0]hexane-3-carboxylate O=C1N(CCC1)CC1C2CN(CC12)C(=O)OC(C)(C)C